ClC=1C=C2C(CCN(C2=CN1)S(=O)(=O)C1=CC=C(C=C1)C)C 6-chloro-4-methyl-1-(4-methylbenzenesulfonyl)-3,4-dihydro-2H-1,7-naphthyridine